C[C@@H]1CC2=C(NC(N(C2=O)C2=CN=C(N2C)C(NC)=O)=S)CN1C(=O)OC(C)(C)C (R)-tert-butyl 6-methyl-3-(1-methyl-2-(methylcarbamoyl)-1H-imidazol-5-yl)-4-oxo-2-thioxo-1,2,3,4,5,6-hexahydropyrido[3,4-d]pyrimidine-7(8H)-carboxylate